FC=1C=C(C=CC1)C1=C(C=NN1C)NC(=O)C=1C=NN2C1N=CC=C2 N-(5-(3-fluorophenyl)-1-methyl-1H-pyrazol-4-yl)pyrazolo[1,5-a]pyrimidine-3-carboxamide